COCCOCCNCCOCCOC bis(2-(2-methoxyethoxy)ethyl)amine